N-[2-[[2-[(2S)-2-cyano-1-pyrrolidinyl]-2-oxoethyl]amino]-2-methylpropanyl]-2-methyl-6-pyrazolo[1,5-a]pyrimidinecarboxamide C(#N)[C@H]1N(CCC1)C(CNC(CNC(=O)C=1C=NC=2N(C1)N=C(C2)C)(C)C)=O